F\C=C(/CN1C(C2=CC=CC=C2C1=O)=O)\CN1CCC2=CC(=CC=C12)C(=O)N1CCOCC1 (Z)-2-(3-fluoro-2-((5-(morpholine-4-carbonyl)indolin-1-yl)methyl)allyl)isoindole-1,3-dione